FC1=CC=C(C=C1)C1=CC=2C(=NC=C(C2)C2=CC=CC(=N2)C(=O)N[C@H](CO)CC)N1 (S)-6-(2-(4-Fluorophenyl)-1H-pyrrolo[2,3-b]pyridin-5-yl)-N-(1-hydroxybutan-2-yl)-picolinamide